C1(CC1)C(=O)NC1=NC=C(C(=O)NC([2H])([2H])[2H])C(=C1)NC1=CN(C2=C1C(N(C=C2)C=2C=NN(C2)C)=O)C 6-(Cyclopropanecarboxamido)-N-(methyl-d3)-4-((1-methyl-5-(1-methyl-1H-pyrazol-4-yl)-4-oxo-4,5-dihydro-1H-pyrrolo[3,2-c]pyridin-3-yl)amino)nicotinamide